1-methyl-3-(2-(pyrrolidin-3-yl)piperidin-1-yl)cyclobutane-1-carboxylic acid CC1(CC(C1)N1C(CCCC1)C1CNCC1)C(=O)O